isocyanatopropyltriethoxysilane N(=C=O)CCC[Si](OCC)(OCC)OCC